FC1=CC(=CC2=C1N=C(O2)C)NC(=O)C=2C=CC(=C1C=CN=NC21)N2CCNCC2 N-(4-fluoro-2-methyl-1,3-benzoxazol-6-yl)-5-(piperazin-1-yl)cinnoline-8-carboxamide